SC1=NN=C(S1)SCC(=O)O (5-mercapto-1,3,4-thiadiazol-2-ylthio)acetic acid